BrC1=C(C=C(C=C1)CCO)OC 2-(4-bromo-3-methoxy-phenyl)ethanol